(1R,3S)-3-(3-{[(6-meth-oxypyridin-3-yl)acetyl]-amino}-1H-pyrazol-5-yl)-cyclopentyl [(2ξ)-2-(hydroxymethyl)butyl]-carbamate OCC(CNC(O[C@H]1C[C@H](CC1)C1=CC(=NN1)NC(CC=1C=NC(=CC1)OC)=O)=O)CC